z-1-(4-chlorophenyl)-3-fluoro-cyclobutanecarbonitrile ClC1=CC=C(C=C1)C1(CC(C1)F)C#N